C(C)C(C#CO)CCC(CCC)CC 3-ethyl-6-ethylnonyne-1-ol